C(CCC)C1=C(C=C(C=C1)S(=O)(=O)C)C1=CN(C(C2=CC=CC=C12)=O)C 4-(2-butyl-5-methylsulfonylphenyl)-2-methylisoquinolin-1-one